O1COC2=C1C=CC(=C2)C2=CC=C(C(N2CC=2C=NC=C(C2)C(C2=CC=C(C=C2)F)=O)=O)NC([C@H](C)NC)=O (S)-N-{6-benzo[1,3]dioxol-5-yl-1-[5-(4-fluorobenzoyl)-pyridin-3-ylmethyl]-2-oxo-1,2-dihydro-pyridin-3-yl}-2-methylamino-propionamide